3-hydroxy-6-methoxy-6-oxohexanoic acid OC(CC(=O)O)CCC(=O)OC